(14Z)-N,N-dimethylnonacosane-14-en-10-amine CN(C(CCCCCCCCC)CCC\C=C/CCCCCCCCCCCCCC)C